(4-chloro-2-formyl-phenyl)boronic acid ClC1=CC(=C(C=C1)B(O)O)C=O